4-Cyano-N-((4,4-difluorocyclohexyl)methyl)-2-methoxy-1H-benzo[d]imidazole-1-carboxamide C(#N)C1=CC=CC=2N(C(=NC21)OC)C(=O)NCC2CCC(CC2)(F)F